5-((4,4-bis(octyloxy)butanoyl)oxy)-3-hydroxypentyl (9Z,12Z)-octadeca-9,12-dienoate C(CCCCCCC\C=C/C\C=C/CCCCC)(=O)OCCC(CCOC(CCC(OCCCCCCCC)OCCCCCCCC)=O)O